(R)-2-chloro-N-(2,4-dimethoxybenzyl)-4-(3-(dimethyl-amino)-3-(3-(trifluoromethyl)phenethyl)piperidin-1-yl)-N-(pyrimidin-4-yl)benzenesulfonamide ClC1=C(C=CC(=C1)N1C[C@](CCC1)(CCC1=CC(=CC=C1)C(F)(F)F)N(C)C)S(=O)(=O)N(C1=NC=NC=C1)CC1=C(C=C(C=C1)OC)OC